O=C1NC(CCC1N1C(C2=CC=CC(=C2C1)C#CCCNC(=O)C1=CC=C(C=N1)C=1N=CC2=CC=CC=C2C1)=O)=O 3-(6-((4-(2-(2,6-dioxopiperidin-3-yl)-1-oxoisoindolin-4-yl)but-3-yn-1-yl)carbamoyl)pyridin-3-yl)isoquinolin